2-(3-methoxy-4-((3-(4-methoxy-3-(pentyloxy)phenyl)-2-oxotetrahydropyrimidin-1(2H)-yl)methyl)phenyl)acetic acid COC=1C=C(C=CC1CN1C(N(CCC1)C1=CC(=C(C=C1)OC)OCCCCC)=O)CC(=O)O